IC=1C(=C(C=C(C1)C)S(=O)(=O)Cl)NS(=O)(=O)C1=CC=C(C=C1)C 3-iodo-5-methyl-2-(4-methylphenyl-sulfonamido)benzene-1-sulfonyl chloride